(R,E)-N-(1-(3-(cyclopropylmethoxy)-4-fluorophenyl)-2-methylpropyl)-5-(2,4-dioxotetrahydropyrimidin-1(2H)-yl)pent-3-ene-1-sulfonamide C1(CC1)COC=1C=C(C=CC1F)[C@@H](C(C)C)NS(=O)(=O)CC\C=C\CN1C(NC(CC1)=O)=O